C1(CC1)CC1=NN(C(=C1)CC=1C=NN(C1)C)C 4-((3-(cyclopropylmethyl)-1-methyl-1H-pyrazol-5-yl)methyl)-1-methyl-1H-pyrazol